FCC([C@H](CC(=O)OCCOC)NC(=O)[C@@]1(CC(=NO1)C1=NC=CC2=CC=CC=C12)C(C)C)=O 2-methoxyethyl (S)-5-fluoro-3-((R)-5-isopropyl-3-(isoquinolin-1-yl)-4,5-dihydroisoxazole-5-carboxamido)-4-oxopentanoate